4-((7-acetyl-2-((4-cyanophenyl)amino)-6,7,8,9-tetrahydro-5H-pyrimido[4,5-d]azepine-4-yl)oxy)-3,5-dimethylbenzonitrile C(C)(=O)N1CCC2=C(CC1)C(=NC(=N2)NC2=CC=C(C=C2)C#N)OC2=C(C=C(C#N)C=C2C)C